C(C)N1N=CC(=C1)C1=CN=C2N1N=C(C=C2)N2C[C@@H](O[C@@H](C2)C)C (2S,6R)-4-(3-(1-ethyl-1H-pyrazol-4-yl)imidazo[1,2-b]pyridazin-6-yl)-2,6-dimethylmorpholine